C(C)(C)(C)N.OC(CCCC)C1=C(C(=O)O)C=CC=C1 2-(1-hydroxypentyl)benzoic acid tert-butylamine salt